2-(2-(2-(benzyl(methyl)amino)ethoxy)ethoxy)ethanol C(C1=CC=CC=C1)N(CCOCCOCCO)C